2-[(3,4-dihydro-2(1H)-isoquinolinyl)methyl]-5-(2-phenylethoxy)-4H-pyran-4-one C1N(CCC2=CC=CC=C12)CC=1OC=C(C(C1)=O)OCCC1=CC=CC=C1